NC1=NC(=NC=C1)N1C[C@H]([C@H](CC1)F)O |r| rac-cis-1-(4-aminopyrimidin-2-yl)-4-fluoropiperidin-3-ol